ClC1=C(C(=C(CC(C(=O)N)(C)C)C=C1)F)C=1NC(C=C(N1)C1=NC=C(C=C1)CC(F)(F)F)=O (4-chloro-2-fluoro-3-{6-oxo-4-[5-(2,2,2-trifluoroethyl)pyridin-2-yl]-1,6-dihydropyrimidin-2-yl}benzyl)isobutyramide